5-(Benzyloxy)-2-(1,3-dimethyl-1H-indol-2-yl)-8-ethylquinoline C(C1=CC=CC=C1)OC1=C2C=CC(=NC2=C(C=C1)CC)C=1N(C2=CC=CC=C2C1C)C